(l)-3-[2-(2-chloro-4-methoxybenzoyl)-1,2,3,4-tetrahydroisoquinolin-5-yl]-3-(7-methoxy-1-methyl-1H-benzo[d][1,2,3]triazol-5-yl)propionic acid ethyl ester C(C)OC(CC(C1=CC2=C(N(N=N2)C)C(=C1)OC)C1=C2CCN(CC2=CC=C1)C(C1=C(C=C(C=C1)OC)Cl)=O)=O